7-chloro-1-ethyl-4-oxo-1,4-dihydroquinoline-3-carboxylic acid ethyl ester C(C)OC(=O)C1=CN(C2=CC(=CC=C2C1=O)Cl)CC